4-(3-(3-methylisoxazol-5-yl)ureido)phenylacetamide hydroxy-2-ethylcitrate OC(C(=O)O)(C(O)(C(=O)O)CC(=O)O)CC.CC1=NOC(=C1)NC(NC1=CC=C(C=C1)CC(=O)N)=O